NC=1SC(=C(N1)C1=NC=CC=C1)C#N 2-amino-4-(pyridin-2-yl)thiazole-5-carbonitrile